C(#N)N(C#N)C#N.C(CCC)N1CN(C=C1)C 1-butyl-3-methylimidazole tricyanoamine salt